C(CCCCCCCCCCCC)(=O)OC methyl tridecanate